2-methoxyphenyl 3-(3-chlorophenyl)acrylate ClC=1C=C(C=CC1)C=CC(=O)OC1=C(C=CC=C1)OC